NC1=CC(=C(C(=O)N2CCN(CC2)C(=O)OC(C)(C)C)C=C1)F tert-butyl 4-(4-amino-2-fluoro-benzoyl)piperazine-1-carboxylate